(cyclopentyl)carbonate C1(CCCC1)OC([O-])=O